BrC1=CC=C(CNC(CN(C)CC=2SC(=CC2)Br)=O)C=C1 N-(4-Bromobenzyl)-2-(((5-bromothiophen-2-yl)methyl)(methyl)amino)acetamide